O[C@H]1C[C@@H](C[C@@H]1N(C=1C2=C(N=C(N1)NC)SC(=C2)CC(F)(F)F)C)NC(OCC2=CC=CC=C2)=O Benzyl [(1R,3S,4S)-3-hydroxy-4-{methyl[2-(methylamino)-6-(2,2,2-trifluoroethyl)thieno[2,3-d]pyrimidin-4-yl]amino}cyclopentyl]carbamate